[I-].COC1=C(C(=O)NCC2(CCC(CC2)OC(=O)NCCC[P+](C2=CC=CC=C2)(C2=CC=CC=C2)C2=CC=CC=C2)C=2SC=CC2)C=CC=C1 (3-(((((1R,4R)-4-((2-Methoxybenzamido)methyl)-4-(thiophen-2-yl)cyclohexyl)oxy)carbonyl)amino)propyl)triphenylphosphonium iodide